4,4'-bis(behenyl)benzophenone C(CCCCCCCCCCCCCCCCCCCCC)C1=CC=C(C(=O)C2=CC=C(C=C2)CCCCCCCCCCCCCCCCCCCCCC)C=C1